OC1=C(C2=CC=CC=C2C=C1)CC1=C(C=CC2=CC=CC=C12)OCCNC(OC(C)(C)C)=O tert-butyl (2-((1-((2-hydroxynaphthalen-1-yl)methyl)naphthalen-2-yl)oxy)ethyl)carbamate